(3S,5R)-5-(2,6-dichloropyridin-4-yl)-4-(4-methoxybenzyl)morpholine-3-carbaldehyde ClC1=NC(=CC(=C1)[C@@H]1COC[C@H](N1CC1=CC=C(C=C1)OC)C=O)Cl